3-[[[1-[2-methoxy-4-(trifluoromethyl)phenyl]pyrido[3,4-d]pyridazin-4-yl]amino]methyl]tetrahydrofuran-3-ol COC1=C(C=CC(=C1)C(F)(F)F)C1=C2C(=C(N=N1)NCC1(COCC1)O)C=NC=C2